2-(12-bromo-11-fluoro-1,2,3,5,6,7-hexahydrochromeno[2,3-f]pyrido[3,2,1-ij]quinolin-4-ium-9-yl)-5-sulfobenzenesulfonate BrC1=C(C=C2C(=C3C(=C4CCC[N+]5=C4C(=C3)CCC5)OC2=C1)C1=C(C=C(C=C1)S(=O)(=O)O)S(=O)(=O)[O-])F